BrC1=C(C=C2C(C(CC3(C2=C1)CC3)C(C(=O)OCC)=O)=O)OC ethyl 2-(7'-bromo-6'-methoxy-4'-oxo-3',4'-dihydro-2'H-spiro[cyclopropane-1,1'-naphthalen]-3'-yl)-2-oxoacetate